2-(4-(2-chlorophenyl)piperazine-1-yl)acetic acid ClC1=C(C=CC=C1)N1CCN(CC1)CC(=O)O